methyl 5-(aminomethyl)-4-[(benzyloxy)carbonyl]tetrahydrothiophene-3-carboxylate NCC1C(C(CS1)C(=O)OC)C(=O)OCC1=CC=CC=C1